N5-pyrazin-2-yl-biguanide N1=C(C=NC=C1)NC(NC(N)=N)=N